COCCOCCl 2-methoxyethoxymethyl chloride